Trans-4-(4-methylpiperazin-1-yl)cyclohexanecarbohydrazide CN1CCN(CC1)[C@@H]1CC[C@H](CC1)C(=O)NN